CC(C=1OC[C@@H](N1)C1=CC=CC=C1)(C=1OC[C@@H](N1)C1=CC=CC=C1)C (S,S)-2,2'-(dimethylmethylene)bis(4-phenyl-2-oxazoline)